[N-](S(=O)(=O)C(F)(F)F)S(=O)(=O)C(F)(F)F.[N-](S(=O)(=O)C(F)(F)F)S(=O)(=O)C(F)(F)F.C(CC)N1C(N(C=C1)C)C 1-propyl-2,3-dimethyl-imidazole bis(trifluoromethanesulfonimide) salt